ClC1=NC=C(C(=C1)C=1C=C2C(=CC(=NC2=C(C1)F)C)C(C)(C)O)F 2-(6-(2-chloro-5-fluoropyridin-4-yl)-8-fluoro-2-methylquinolin-4-yl)propan-2-ol